ClC1=CC=C(C=C1)[C@@]1(N(C(C2=CC(=CC(=C12)F)[C@](CC)(C1CCN(CC1)C)O)=O)CC1=NC=C(C=N1)Cl)OCCO (3R)-3-(4-chlorophenyl)-2-[(5-chloropyrimidin-2-yl)methyl]-4-fluoro-6-[(1S)-1-hydroxy-1-(1-methylpiperidin-4-yl)propyl]-3-(2-hydroxyethoxy)-2,3-dihydro-1H-isoindol-1-one